ClC1=C(C=CC=C1)C1COCCN1C=1C=NC(=NC1)C(=O)N[C@H](C)\C=C\S(=O)(=O)C 5-(3-(2-Chlorophenyl)morpholino)-N-((R,E)-4-(methylsulfonyl)but-3-en-2-yl)pyrimidine-2-carboxamide